ClC=1C=C(C=C2C=C(NC12)C(=O)N[C@H](C(=O)N[C@@H](C[C@H]1C(NC2(CC2)C1)=O)C#N)CC(C)(C)C)OC 7-chloro-N-((S)-1-(((S)-1-cyano-2-((R)-5-oxo-4-azaspiro[2.4]heptan-6-yl)ethyl)amino)-4,4-dimethyl-1-oxopentan-2-yl)-5-methoxy-1H-indole-2-carboxamide